2,6-dimethyl-4-(m-nitrophenyl)-1,4-dihydropyridine-3,5-dicarboxylic acid-3-(1-benzyl-3-piperidinyl) ester hydrochloride Cl.C(C1=CC=CC=C1)N1CC(CCC1)OC(=O)C1=C(NC(=C(C1C1=CC(=CC=C1)[N+](=O)[O-])C(=O)O)C)C